BrC1(CC(=C(C(=C1)C(C(=O)O)C)OCC1=CC=C(C=C1)OC(F)(F)F)Cl)Cl (5-bromo-2-((4-(trifluoromethoxy)benzyl)oxy)-3,5-dichlorophenyl)propionic acid